C1(CCC1)CN1C[C@H](CCC1)N1C(NC2=C1C=C(C(=C2)C=2C=C(C=1N(C2)N=CN1)OC)C(C)C)=O (S)-1-(1-(cyclobutylmethyl)piperidin-3-yl)-6-isopropyl-5-(8-methoxy-[1,2,4]triazolo[1,5-a]pyridin-6-yl)-1,3-dihydro-2H-benzo[d]imidazol-2-one